C1(CC1)C=1C(=NC(=NC1C=1C=NN(C1)C)N(C)C1=C(C=C(C=C1)S(=O)(=O)C(C([2H])([2H])[2H])C([2H])([2H])[2H])F)NC1=NNC(=C1)C 5-cyclopropyl-N2-(2-fluoro-4-((propan-2-yl-1,1,1,3,3,3-d6)sulfonyl)phenyl)-N2-methyl-N4-(5-methyl-1H-pyrazol-3-yl)-6-(1-methyl-1H-pyrazol-4-yl)pyrimidine-2,4-diamine